C(C=1C(C(=O)OCCCCCCCCCCCCCCC(C)C)=CC=CC1)(=O)OCCCCCCCCCCCCCCC(C)C di-(iso-heptadecyl) phthalate